FC=1C=C(C=CC1F)C1N=C(CC1)OC 2-(3,4-difluorophenyl)-5-methoxy-3,4-dihydro-2H-pyrrole